(S)-3-fluoro-4-methylpent-3-ene-one FC(C(C)=O)=C(C)C